[Sn](=[Se])=[Se] tin-di-selenide